COC(=O)C1=CC2=C(N(N=C2Br)C(C)OCC)S1 3-bromo-1-(1-ethoxyethyl)-1H-thieno[2,3-c]Pyrazole-5-carboxylic acid methyl ester